N-octadecyl-2-formyl-3,5-dihydroxypyridin-4-one C(CCCCCCCCCCCCCCCCC)N1C(=C(C(C(=C1)O)=O)O)C=O